[C@H](C)(CC)[C@@H]1N(CC2=C(NC1=O)C=CC(=C2)F)C(=O)N[C@@H]2CN(CC2)CCO (S)-3-((S)-sec-butyl)-7-fluoro-N-((S)-1-(2-hydroxyethyl)pyrrolidin-3-yl)-2-oxo-1,2,3,5-tetrahydro-4H-benzo[e][1,4]diazepine-4-carboxamide